2,2'-((propane-2,2-diylbis(2,6-dibromo-4,1-phenylene))bis(oxy))bis(ethane-1-ol) CC(C)(C1=CC(=C(C(=C1)Br)OCCO)Br)C1=CC(=C(C(=C1)Br)OCCO)Br